valine-d8 [2H]CC([2H])([C@@]([2H])(C(=O)O)N([2H])[2H])C([2H])([2H])[2H]